BrC=1C=NC=2N(C1)N=CC2CC2=CC1=C(OC(CO1)C=1C=NC(=CC1)OC)C(=C2)F 6-bromo-3-((8-fluoro-2-(6-methoxypyridin-3-yl)-2,3-dihydrobenzo[b][1,4]dioxin-6-yl)methyl)pyrazolo[1,5-a]pyrimidine